1-([1,1'-Biphenyl]-4-yl)-2,2-bis(phenylselanyl)ethan-1-one C1(=CC=C(C=C1)C(C([Se]C1=CC=CC=C1)[Se]C1=CC=CC=C1)=O)C1=CC=CC=C1